Tetradecyldimethyl-benzyl-ammonium chloride [Cl-].C(CCCCCCCCCCCCC)[N+](CC1=CC=CC=C1)(C)C